NC=1SC2=C(N1)C=CC=C2C(=O)OCC ethyl 2-aminobenzo[d]thiazole-7-carboxylate